COC=1CC(CCN1)C1=CC=C(C#N)C=C1 4-(6-methoxy-2,3,4,5-tetrahydropyridin-4-yl)benzonitrile